CN(CCNC(C1=C(C=C(C=C1)F)F)=O)C N-(2-(dimethylamino)ethyl)-2,4-difluorobenzamide